4'-flavonic acid O1C(=CC(=O)C2=CC=CC=C12)C1=CC=C(C=C1)C(=O)O